O=C1N[C@H](CC1CCC(=O)N)C(F)(F)F 3-[(5R)-2-oxo-5-(trifluoromethyl)pyrrolidin-3-yl]propanamide